2,5-dihydrazinoterephthalic acid N(N)C1=C(C(=O)O)C=C(C(=C1)C(=O)O)NN